tert-butyl (3s)-3-methyl-4-[4-(4,4,5,5-tetramethyl-1,3,2-dioxaborolan-2-yl)phenyl]piperazine-1-carboxylate C[C@H]1CN(CCN1C1=CC=C(C=C1)B1OC(C(O1)(C)C)(C)C)C(=O)OC(C)(C)C